4-[(3E)-5-methoxy-5-oxopent-3-en-1-yl]piperidine-1-carboxylic acid tert-butyl ester C(C)(C)(C)OC(=O)N1CCC(CC1)CC\C=C\C(=O)OC